(S)-ethyl 8-(2-amino-6-((R)-1-(4',5-dichloro-[1,1'-biphenyl]-2-yl)-2,2,2-trifluoroethoxy)pyrimidin-4-yl)-2,8-diazaspiro[4.5]decane-3-carboxylate NC1=NC(=CC(=N1)N1CCC2(C[C@H](NC2)C(=O)OCC)CC1)O[C@@H](C(F)(F)F)C1=C(C=C(C=C1)Cl)C1=CC=C(C=C1)Cl